BrC1=CC(=C(C=C1OC)C=1SC(=CN1)C=O)I 2-(4-BROMO-2-IODO-5-METHOXY-PHENYL)THIAZOLE-5-CARBALDEHYDE